4-(4-chlorophenyl)-1-((1-(2,4-dichlorophenyl)-5-((S)-1-hydroxyethyl)-1H-1,2,4-triazol-3-yl)methyl)-3-((S)-3,3,3-trifluoro-2-hydroxypropyl)-1,3-dihydro-2H-imidazol-2-one ClC1=CC=C(C=C1)C=1N(C(N(C1)CC1=NN(C(=N1)[C@H](C)O)C1=C(C=C(C=C1)Cl)Cl)=O)C[C@@H](C(F)(F)F)O